CC(=CCCC1=CCC(CC1)C=O)C 4-(4-methylpent-3-en-1-yl)cyclohex-3-enecarbaldehyde